C(NC=1C(C(=O)[O-])=CC=CC1)NC=1C(C(=O)[O-])=CC=CC1 methylene-bis(anthranilate)